BrC=1C(=NC=C(C(=O)OC)C1)NC1C(CN(CC1)C(=O)OC(C)(C)C)C methyl 5-bromo-6-((1-(tert-butoxycarbonyl)-3-methylpiperidin-4-yl)amino)nicotinate